butyl 7-amino-6-methoxy-3,4-dihydroisoquinoline-2(1H)-carboxylate NC1=C(C=C2CCN(CC2=C1)C(=O)OCCCC)OC